BrC=1C=C(C=CC1)C1=CC(=C(N1)CC1CC1)C=1SC(=C(N1)C(=O)OCC)C ethyl 2-[5-(3-bromophenyl)-2-(cyclopropylmethyl)-1H-pyrrol-3-yl]-5-methyl-thiazole-4-carboxylate